O1CC(C1)N1N=CC2=C(C=C(C=C12)C(=O)OC)B1OC(C(O1)(C)C)(C)C methyl 1-(oxetan-3-yl)-4-(4,4,5,5-tetramethyl-1,3,2-dioxaborolan-2-yl)-1H-indazole-6-carboxylate